(E)-1-(3-(4-((4-fluorobenzyl)oxy)-3-methoxyphenyl)acrylamido)cyclohexane-1-carboxylic acid FC1=CC=C(COC2=C(C=C(C=C2)/C=C/C(=O)NC2(CCCCC2)C(=O)O)OC)C=C1